C(CC(O)(C(=O)OCCCCC)CC(=O)OCCCCC)(=O)OCCCCC tri-amyl citrate